NCCNC(CNC(C1=C(C=C(C=C1)NC=1C=2N(C=CN1)C(=CN2)C=2C(=NN(C2)CC#N)C(F)(F)F)C)=O)=O N-[2-(2-aminoethylamino)-2-oxo-ethyl]-4-[[3-[1-(cyanomethyl)-3-(trifluoromethyl)pyrazol-4-yl]imidazo[1,2-a]pyrazin-8-yl]amino]-2-methyl-benzamide